6-[4-(cyclopropylmethoxy)phenyl]-N-[(5-fluoro-2-morpholino-3-pyridyl)methyl]pyridazine-4-carboxamide C1(CC1)COC1=CC=C(C=C1)C1=CC(=CN=N1)C(=O)NCC=1C(=NC=C(C1)F)N1CCOCC1